arachidoyl-choline C(CCCCCCCCCCCCCCCCCCC)(=O)OCC[N+](C)(C)C